FC1=CC(=C(C=C1C=1C=NC(=NC1)N1C[C@H](OCC1)C)NC(=O)C1=CNC(C=C1C(F)(F)F)=O)N1C[C@H](N([C@H](C1)C)C)C |r| N-[4-fluoro-5-[2-[rac-(2R)-2-methylmorpholin-4-yl]pyrimidin-5-yl]-2-[rac-(3R,5S)-3,4,5-trimethylpiperazin-1-yl]phenyl]-6-oxo-4-(trifluoromethyl)-1H-pyridine-3-carboxamide